5-(1-(8-(cyclopropylmethyl)-8-azabicyclo[3.2.1]octan-3-yl)piperidin-4-yl)-6-fluoro-1-methyl-2-(4-(methylsulfonyl)phenyl)-1H-benzo[d]imidazole C1(CC1)CN1C2CC(CC1CC2)N2CCC(CC2)C2=CC1=C(N(C(=N1)C1=CC=C(C=C1)S(=O)(=O)C)C)C=C2F